The molecule is the simplest member of the class of methanediols that is methane in which two of the hydrogens have been substituted by hydroxy groups. It is a member of methanediols, an aldehyde hydrate and a one-carbon compound. C(O)O